C(CCC)OCC(C)O Propyleneglycol n-Butyl ether